trans-tert-butyl (4-((5-fluoro-4-(2-oxo-2H-[1,2'-bipyridin]-6'-yl)pyrimidin-2-yl)amino)cyclohexyl)carbamate FC=1C(=NC(=NC1)N[C@@H]1CC[C@H](CC1)NC(OC(C)(C)C)=O)C1=CC=CC(=N1)N1C(C=CC=C1)=O